CN(CCNC(=O)NC1=CC=C(C=C1)B1OC(C(O1)(C)C)(C)C)C 1-(2-(dimethylamino)ethyl)-3-(4-(4,4,5,5-tetramethyl-1,3,2-dioxaborolan-2-yl)phenyl)urea